tert-butyl (S)-4-(((5-((benzyloxy)carbonyl)-3-fluoroquinolin-6-yl)oxy)methyl)-2,2-dimethyloxazolidine-3-carboxylate C(C1=CC=CC=C1)OC(=O)C1=C2C=C(C=NC2=CC=C1OC[C@@H]1N(C(OC1)(C)C)C(=O)OC(C)(C)C)F